COCCN1N=CC(=C1)NC=1SC=C(N1)C1=C(C=C(C=C1)N1C(NCC1)=O)F 1-(4-{2-[1-(2-Methoxy-ethyl)-1H-pyrazol-4-ylamino]-thiazol-4-yl}-3-fluoro-phenyl)-imidazolidin-2-one